N-(2-(4-(2-Oxo-2,3-dihydro-1H-benzo[d]imidazol-1-yl)piperidin-1-yl)ethyl)-2-naphthamide O=C1NC2=C(N1C1CCN(CC1)CCNC(=O)C1=CC3=CC=CC=C3C=C1)C=CC=C2